ClC1=NC(=CC(=C1)C([C@@H]1CC[C@H](CC1)C(=O)NCC1CCC1)(F)F)N1CCN(CC1)S(=O)(=O)C1=CC=C(C=C1)N1C(C[C@H](C1)C)=O Trans-4-[[2-chloro-6-[4-[4-[(4R)-4-methyl-2-oxo-pyrrolidin-1-yl]phenyl]sulfonylpiperazin-1-yl]-4-pyridyl]-difluoro-methyl]-N-(cyclobutylmethyl)cyclohexanecarboxamide